1,4,7,10,13,16,19,22,25,28,31-undecaazacyclotritriacontan-2,5,8,11,14,17,20,23,26,29,32-undecaone N1C(CNC(CNC(CNC(CNC(CNC(CNC(CNC(CNC(CNC(CNC(C1)=O)=O)=O)=O)=O)=O)=O)=O)=O)=O)=O